NC(CCNC(=O)C=1C=C(C=C(C1)F)NC(=O)C1=NN(C(=C1C)C1=CC=C(C=C1)Cl)C1=C(C=C(C=C1)Cl)Cl)=O N-(3-((3-amino-3-oxopropyl)carbamoyl)-5-fluorophenyl)-5-(4-chlorophenyl)-1-(2,4-dichlorophenyl)-4-Methyl-1H-pyrazole-3-carboxamide